[N+](=O)([O-])C=1C=C(OCCNC(OC(C)(C)C)=O)C=CC1 tert-butyl (2-(3-nitrophenoxy)ethyl)carbamate